(R)-1-(4-(2-hydroxypropan-2-yl)phenyl)-3-(isoquinolin-4-yl)-2-oxoimidazolidine-4-carbonitrile OC(C)(C)C1=CC=C(C=C1)N1C(N([C@H](C1)C#N)C1=CN=CC2=CC=CC=C12)=O